(+)-p-nitrophenyl-2-amino-1,3-propanediol sulfate S(=O)(=O)(O)O.[N+](=O)([O-])C1=CC=C(C=C1)C(C(CO)N)O